3-(methacryloyloxy)benzoic acid-4-isopropylbenzyl ester C(C)(C)C1=CC=C(COC(C2=CC(=CC=C2)OC(C(=C)C)=O)=O)C=C1